1-((3,3-difluoro-1-methylcyclobutyl)methyl)-N-(2-fluoro-5-(S-methylsulfonimidoyl)phenyl)-3-(1-fluorocyclopropyl)-4-(trifluoromethyl)-1H-pyrazole-5-carboxamide FC1(CC(C1)(C)CN1N=C(C(=C1C(=O)NC1=C(C=CC(=C1)S(=O)(=N)C)F)C(F)(F)F)C1(CC1)F)F